COC1=NC(=CC=N1)C 2-methoxy-6-methylpyrimidin